Cl.Cl.CN(CCC1=CNC2=CC=CC(=C12)N[C@@H](CC1=CC=CC=C1)C(=O)O)C.C1(=CC=CC=C1)[Si](I)(C1=CC=CC=C1)C1=CC=CC=C1 triphenyl-iodosilane 3-(2-(Dimethylamino)ethyl)-1H-indol-4-yl-L-phenylalaninate 2HCl salt